methyl (2-(1H-indole-3-carbonyl)thiazol-4-yl)carbamate N1C=C(C2=CC=CC=C12)C(=O)C=1SC=C(N1)NC(OC)=O